NC1=C(N=C2N1C=CC=C2Br)C(=O)NCCCC 3-amino-8-bromo-N-butylimidazo[1,2-a]pyridine-2-carboxamide